1-(1,3-Benzodioxol-5-yl)-N-trimethylsilyloxypropan-2-amine O1COC2=C1C=CC(=C2)CC(C)NO[Si](C)(C)C